N-methylbicyclo[4.2.0]oct-1,3,5-trien-3-amine CNC=1C=C2CCC2=CC1